OC1CCC=2C1=NC(=CC2)N2NC(C=1C2=NC=NC1)=O 1-(7-hydroxy-6,7-dihydro-5H-cyclopenta[b]pyridin-2-yl)-1,2-dihydro-3H-pyrazolo[3,4-d]pyrimidin-3-one